NC1=C(C(=NN1CC(=O)N1C[C@@]2(CCC1)C1=C(NC(O2)=O)C=CC(=C1F)Cl)C1=NC=C(C=C1F)F)Cl (R)-1'-(2-(5-Amino-4-chloro-3-(3,5-difluoropyridin-2-yl)-1H-pyrazol-1-yl)acetyl)-6-chloro-5-fluorospiro[benzo[d][1,3]oxazine-4,3'-piperidin]-2(1H)-one